tert-butyl N-[2-[2-(4-amino-3-methoxy-pyrazol-1-yl)ethoxy]ethoxy]-N-methyl-carbamate NC=1C(=NN(C1)CCOCCON(C(OC(C)(C)C)=O)C)OC